octane-2,2-diol CC(CCCCCC)(O)O